FC1=CC=C(C(=O)NC=2SC(=NN2)C2=COC3=CC=CC=C3C2=O)C=C1 4-fluoro-N-(5-(4-oxo-4H-chromen-3-yl)-1,3,4-thiadiazol-2-yl)benzamide